O=C1N(C[C@H]2N1CCN(C2)C(=O)OC(C)(C)C)C21CC(C2)(C1)N1C(CCC1)=O tert-butyl (R)-3-oxo-2-(3-(2-oxopyrrolidin-1-yl)bicyclo[1.1.1]pentan-1-yl)hexahydroimidazo[1,5-a]pyrazine-7(1H)-carboxylate